NC=1C(=CC(=C(C1)NC1=NC=C(C(=N1)N1CC(C2=NC(=CC=C21)C)(C)C)C(=O)OC(C)C)OC2CC2)N(C)CCN(C)C isopropyl 2-((5-amino-2-cyclopropoxy-4-((2-(dimethylamino)ethyl)(methyl)amino)phenyl)amino)-4-(3,3,5-trimethyl-2,3-dihydro-1H-pyrrolo[3,2-b]pyridin-1-yl)pyrimidine-5-carboxylate